C1(CCCC1)C[Si](OCC)(OCC)CC1CCCCCC1 (cyclopentyl)methyl-(cycloheptyl)methyl-diethoxysilane